8-chloro-6-(5-cyclopropylpyridazin-4-yl)isoquinolin-3-amine ClC=1C=C(C=C2C=C(N=CC12)N)C1=CN=NC=C1C1CC1